C1NC(CC12CCOCC2)C(=O)N[C@H](C(=O)OC)C[C@H]2C(NCC2)=O methyl (2S)-2-(8-oxa-2-azaspiro[4.5]decane-3-carbonylamino)-3-[(3S)-2-oxopyrrolidin-3-yl]propanoate